C1=CC(=CC=C1/C=C/C(=O)C2=C(C=C(C=C2O)O)O)O The molecule is a member of the class of chalcones that is trans-chalcone substituted by hydroxy groups at positions 2' ,4, 4', and 6' respectively. It has a role as a metabolite, an anti-allergic agent and an anti-inflammatory agent. It is a polyphenol and a member of chalcones. It derives from a trans-chalcone.